(2S,5R)-2,5-diethyl-1-(2-(trifluoromethoxy)phenyl)pyrimidine-6-carbonitrile C(C)[C@H]1N(C(=C(C=N1)CC)C#N)C1=C(C=CC=C1)OC(F)(F)F